6-(5-chloro-2-{[(2,4-dimethoxyphenyl)methyl](oxan-4-yl)amino}pyrimidin-4-yl)-2-[2-(1,2,3,4-tetrahydroisoquinolin-2-yl)ethyl]-2,3-dihydro-1H-isoindol-1-one ClC=1C(=NC(=NC1)N(C1CCOCC1)CC1=C(C=C(C=C1)OC)OC)C1=CC=C2CN(C(C2=C1)=O)CCN1CC2=CC=CC=C2CC1